FCC=1N(C(C=2NC(=NC2N1)C1=CC(=NO1)OC1=CC(=CC=C1)OC)=O)CCO 2-Fluoromethyl-1-(2-hydroxy-ethyl)-8-[3-(3-methoxy-phenoxy)-isoOxazol-5-yl]-1,7-dihydro-purin-6-one